FC1=CC=C(C=C1)C1N=C(CC1)NNC(=O)OCC ethyl 2-(2-(4-fluorophenyl)-3,4-dihydro-2H-pyrrol-5-yl)hydrazine-1-carboxylate